IC1=CC2=C(N=C(OC2=O)C)C=C1 6-iodo-2-methyl-4H-benzo[d][1,3]oxazine-4-one